N=1C=NN2C1C=C(C=C2)OC2=C(C=C(C=C2)NC=2C1=C(N=CN2)C=CC(=N1)N1C(/C(/CC1)=C/[C@H]1N(CCC1)C)=O)C (S,E)-1-(4-((4-([1,2,4]triazolo[1,5-a]pyridin-7-yloxy)-3-methylphenyl)amino)pyrido[3,2-d]pyrimidin-6-yl)-3-((1-methylpyrrolidin-2-yl)methylene)pyrrolidin-2-one